(-)-6-{2-(2-chloro-4-fluorophenyl)-6-[(dimethylamino)methyl]-4,5,6,7-tetrahydropyrazolo[1,5-a]pyrimidin-3-yl}-2-(2-methylphenyl)pyridazin-3(2H)-one ClC1=C(C=CC(=C1)F)C1=NN2C(NCC(C2)CN(C)C)=C1C=1C=CC(N(N1)C1=C(C=CC=C1)C)=O